N-(5-(5-amino-1H-pyrazol-1-yl)-1,3,4-thiadiazol-2-yl)-4-(2,6-dimethoxyphenyl)-3-((1-hydroxypropan-2-yl)oxy)-2-oxo-2H-pyran-6-carboxamide NC1=CC=NN1C1=NN=C(S1)NC(=O)C1=CC(=C(C(O1)=O)OC(CO)C)C1=C(C=CC=C1OC)OC